Ethyl 1-(4-fluorobenzoyl)-7-methylpyrrolo[1,2-a]quinoline-3-carboxylate FC1=CC=C(C(=O)C2=CC(=C3N2C2=CC=C(C=C2C=C3)C)C(=O)OCC)C=C1